CN(CC(=O)N(C)[C@@H](C)C1=CC=C(C=C1)C1=NNC(=C1C(C)C)C=1C=C(C=2N(C1)N=CN2)C)C (S)-2-(dimethylamino)-N-(1-(4-(4-isopropyl-5-(8-methyl-[1,2,4]triazolo[1,5-a]pyridin-6-yl)-1H-pyrazol-3-yl)phenyl)ethyl)-N-methylacetamide